5-hydroxy-2-phenyl-7-(p-aminophenyl)-chromen-4-one OC1=C2C(C=C(OC2=CC(=C1)C1=CC=C(C=C1)N)C1=CC=CC=C1)=O